CC(CCC=1OCCN1)C=1OCCN1 2,2'-(2,4-butanediyl)bis[4,5-dihydrooxazole]